N-(2-hydroxyethoxy)-1-methyl-2-((6-(trifluoromethyl)benzo[d]oxazol-2-yl)amino)-1H-benzo[d]imidazole-5-carboxamide OCCONC(=O)C1=CC2=C(N(C(=N2)NC=2OC3=C(N2)C=CC(=C3)C(F)(F)F)C)C=C1